N1=C(NC2=C1C1=C(C=C2)C=CC=C1)S(=O)(=O)O Benzobenzimidazolesulfonic acid